CC=1[C@H](C[C@H]([C@@H](C1)C=1C(=CC(=CC1O)C=1C=NC(=CC1)OC(F)(F)F)O)C(=C)C)O (1'R,2'R,4'S)-5'-Methyl-2'-(prop-1-en-2-yl)-4-(6-(trifluoromethoxy)pyridin-3-yl)-1',2',3',4'-tetrahydro-[1,1'-biphenyl]-2,4',6-triol